2-(3,5-difluorophenyl)-2-(1-(4,5,6,7-tetrahydro-1H-pyrazolo[4,3-c]pyridine-5-carbonyl)piperidin-4-ylidene)acetonitrile FC=1C=C(C=C(C1)F)C(C#N)=C1CCN(CC1)C(=O)N1CC2=C(CC1)NN=C2